C(CCCCCCCCCCC(=O)O)(=O)O Dodecandioic acid